ClC1([C@H]([C@@H]1C1=CC(=CC(=C1)Cl)Cl)C(=O)NC1=CC(=C(C=C1)Cl)C(=O)NN=CC1CC1)Cl Trans-2,2-dichloro-N-(4-chloro-3-(2-(cyclopropylmethylene)hydrazine-1-carbonyl)phenyl)-3-(3,5-dichlorophenyl)cyclopropane-1-carboxamide